C(C)(C)(C)C=1C=CC(=C(C1)NC(=O)C=1N=NN(C1C)C1=C(C=C(C(=C1)OC)F)OC)O[C@@H](CC)CCC (S)-N-(5-(TERT-BUTYL)-2-(HEXAN-3-YLOXY)PHENYL)-1-(4-FLUORO-2,5-DIMETHOXYPHENYL)-5-METHYL-1H-1,2,3-TRIAZOLE-4-CARBOXAMIDE